FC1=C(CN2[C@@H](CCC2=O)CC(=O)N[C@@H](C(C)C)C(=O)OCC2=NC(=CC=C2)C)C=CC=C1F (6-Methylpyridin-2-yl)methyl (2-((S)-1-(2,3-difluorobenzyl)-5-oxopyrrolidin-2-yl)acetyl)-L-valinate